fluoro-2-nitrobenzaldehyde FC=1C(=C(C=O)C=CC1)[N+](=O)[O-]